5-Fluoro-4-(8-fluoroquinolin-6-yl)-N-(5-(4-(methylsulfonyl)piperazin-1-yl)pyridin-2-yl)pyrimidin-2-amine FC=1C(=NC(=NC1)NC1=NC=C(C=C1)N1CCN(CC1)S(=O)(=O)C)C=1C=C2C=CC=NC2=C(C1)F